NCCCC[C@H](C(COC1=C(C(=CC=C1F)F)F)=O)NC(=O)C1CCCC1 |r| racemic-N-(7-amino-2-oxo-1-(2,3,6-trifluorophenoxy)hept-3-yl)cyclopentanecarboxamide